C12CCCC(CC1)N2C(=O)OC(C)(C)C tert-Butyl 8-azabicyclo[3.2.1]octane-8-carboxylate